C1(CC1)OC=1C=C(C(=O)O)C=CC1N(CC1=CC(=CC(=C1)C1CC1)C1CC1)C(CN(CC1=C(C=C(C=C1)F)C(F)(F)F)S(=O)(=O)C1=C(C(=C(C(=C1F)Cl)F)Cl)F)=O 3-(cyclopropoxy)-4-[[2-[(3,5-dichloro-2,4,6-trifluoro-phenyl)sulfonyl-[[4-fluoro-2-(trifluoromethyl)phenyl]methyl]amino]acetyl]-[(3,5-dicyclopropylphenyl)methyl]amino]benzoic acid